BrC=1C=NN2C1N=C(N=C2NCC2=NN=C(N2)C2=CC(=CC=C2)F)N2CCOCC2 8-bromo-N-{[5-(3-fluorophenyl)-4H-1,2,4-triazol-3-yl]methyl}-2-(morpholin-4-yl)pyrazolo[1,5-a][1,3,5]triazin-4-amine